BrC=1C(=C(C=CC1)C(=O)C1=NOC2=C1C=CC(=C2)CO)C (3-bromo-2-methylphenyl)(6-(hydroxymethyl)benzo[d]isoxazol-3-yl)methanone